OC=1C=C(C=CC1C=1SC=2N=C(SC2N1)OC1CC(NC(C1)(C)C)(C)C)C1=CC(N(C=C1)C)=O 4-(3-Hydroxy-4-{5-[(2,2,6,6-tetramethylpiperidin-4-yl)oxy][1,3]thiazolo[5,4-d][1,3]thiazol-2-yl}phenyl)-1-methylpyridin-2(1H)-one